C12C3C4C(CC(C3C(C=C1)C2)C4)C(=O)N tetracyclo[6.2.1.13,6.02,7]Dodeca-9-ene-4-carboxamide